FC1=C(C=CC(=C1)[N+](=O)[O-])C=1CCN(CC1)C(=O)OC(C)(C)C tert-butyl 4-(2-fluoro-4-nitro-phenyl)-3,6-dihydro-2H-pyridine-1-carboxylate